Benzyl (6-(3-azidopyrrolidin-1-yl)pyridazin-3-yl)carbamate N(=[N+]=[N-])C1CN(CC1)C1=CC=C(N=N1)NC(OCC1=CC=CC=C1)=O